3-(2-chloro-3,6-difluoro-benzyloxy)-5-(3-piperidin-1-ylmethyl-1H-indol-5-yl)-pyridin-2-ylamine ClC1=C(COC=2C(=NC=C(C2)C=2C=C3C(=CNC3=CC2)CN2CCCCC2)N)C(=CC=C1F)F